(4-(3-hydroxyoxetan-3-yl)phenyl)(4-((3-(trifluoromethyl)phenyl)amino)piperidin-1-yl)methanone OC1(COC1)C1=CC=C(C=C1)C(=O)N1CCC(CC1)NC1=CC(=CC=C1)C(F)(F)F